(E)-1-Iodo-4-(2-(4-iodophenylsulfinyl)-2-phenylvinyl)sulfonylbenzene IC1=CC=C(C=C1)S(=O)(=O)\C=C(/C1=CC=CC=C1)\S(=O)C1=CC=C(C=C1)I